(R)-4-(6-chloro-4-((5-cyclopropyl-4-fluoro-1H-pyrazol-3-yl)amino)quinazolin-2-yl)-2-methylpiperazine-1-carboxylic acid ClC=1C=C2C(=NC(=NC2=CC1)N1C[C@H](N(CC1)C(=O)O)C)NC1=NNC(=C1F)C1CC1